2-(4-isothiocyanato-2-(trifluoromethyl)phenyl)-1-methylpyrrolidine N(=C=S)C1=CC(=C(C=C1)C1N(CCC1)C)C(F)(F)F